FC(C=1C=C(C=C(C1)C(F)(F)F)C=1N=CC=C2C(=C(C=NC12)C(=O)N[C@H]1CCOC2=CC=CC=C12)N(C)C)(F)F 8-[3,5-bis(trifluoromethyl)phenyl]-N-[(4S)-chroman-4-yl]-4-(dimethylamino)-1,7-naphthyridine-3-carboxamide